1-(2-aminoethyl)-3-((1S,9R)-9-ethyl-5-fluoro-9-hydroxy-4-methyl-10,13-dioxo-1,2,3,9,10,12,13,15-octahydrobenzo[de]pyrano[3',4':6,7]indolizino[1,2-b]quinolin-1-yl)urea NCCNC(=O)N[C@H]1CCC=2C=3C1=C1C(=NC3C=C(C2C)F)C2=CC3=C(C(N2C1)=O)COC([C@@]3(O)CC)=O